OCCCCN(C)C hydroxypropyl-trimethyl-amine